2-[2-chloro-4-(trifluoromethyl)imidazo[1,2-a]1,8-naphthyridin-8-yl]-1,3,4-oxadiazole ClC=1C=C(C=2C=CC=3N(C2N1)C=C(N3)C=3OC=NN3)C(F)(F)F